(1S,2S)-N-(6-(4-cyanopyridin-3-yl)imidazo[1,2-a]pyridin-2-yl)-2-fluorocyclopropane-1-carboxamide C(#N)C1=C(C=NC=C1)C=1C=CC=2N(C1)C=C(N2)NC(=O)[C@H]2[C@H](C2)F